1,1-dioxo-6-((1-(tert-butyl)-3-((1S,3R)-3-hydroxycyclopentyl)-1H-pyrazol-5-yl)amino)-2,3-dihydrobenzo[b]thiophene O=S1(C2=C(CC1)C=CC(=C2)NC2=CC(=NN2C(C)(C)C)[C@@H]2C[C@@H](CC2)O)=O